CN([Si](C)(C)CCCC)C dimethyl-butyl-dimethyl-aminosilane